(R or S)-3-((3-(ethoxymethyl)-3-(4-fluoro-phenethyl)pyrrolidin-1-yl)methyl)-1H-pyrazolo[4,3-d]pyrimidine C(C)OC[C@]1(CN(CC1)CC1=NNC2=C1N=CN=C2)CCC2=CC=C(C=C2)F |o1:4|